ClC1=C(C=C(C=C1)C#N)C=1NC2=CC(=C(C(=C2C(C1)=O)F)C1=CC=CC(=N1)C(=O)O)F 6-(2-(2-chloro-5-cyanophenyl)-5,7-difluoro-4-oxo-1,4-dihydroquinolin-6-yl)picolinic acid